methyl 5-bromo-6-(bromomethyl)-2-(3,4-dichlorophenyl)-1-ethyl-4-oxo-pyridine-3-carboxylate BrC=1C(C(=C(N(C1CBr)CC)C1=CC(=C(C=C1)Cl)Cl)C(=O)OC)=O